BrC1=NC(=CC(=C1)N1CCCCC1)C1(COCC1)OC 2-Bromo-6-(3-methoxytetrahydrofuran-3-yl)-4-(piperidin-1-yl)pyridine